6-methyl-4-[(1-methylcyclopropyl)amino]-N-[1-(6-methylpyrimidin-4-yl)piperidin-4-yl]furo[2,3-d]pyrimidine-5-carboxamide CC1=C(C2=C(N=CN=C2NC2(CC2)C)O1)C(=O)NC1CCN(CC1)C1=NC=NC(=C1)C